C(C)(=O)N1CC=2N(CC1)C(=NC2C=2C=CC=C1C=C(N=CC21)C=2C=CC(=NC2)C(=O)NC)C2CCOCC2 5-(8-(7-acetyl-3-(tetrahydro-2H-pyran-4-yl)-5,6,7,8-tetrahydroimidazo[1,5-a]pyrazin-1-yl)isoquinolin-3-yl)-N-methylpyridineamide